C([O-])([O-])=O.[Mg+2] magnesium carbonate salt